ClC=1C=NC(=C(C(=O)NC2CCC(CC2)CN2C(N(C3=C2C=CC=C3)C=3C=NC=C(C3)C=3OC=CN3)=O)C1)C(F)F 5-chloro-2-(difluoromethyl)-N-((1r,4r)-4-((3-(5-(oxazol-2-yl)pyridin-3-yl)-2-oxo-2,3-dihydro-1H-benzo[d]imidazol-1-yl)methyl)cyclohexyl)nicotinamide